C(C(=O)C)(=O)OC1=CNC2=CC=CC=C12 (indol-3-yl) pyruvate